N=1C=C(N2C1C=CC=C2)C(C)(CC)NC(=O)C2CNC2 N-(2-(imidazo[1,2-a]pyridin-3-yl)butan-2-yl)azetidine-3-carboxamide